3-carbonyl-5β-cholanic acid C(=O)=C1C[C@H]2CC[C@H]3[C@@H]4CC[C@H]([C@@H](CCC(=O)O)C)[C@]4(CC[C@@H]3[C@]2(CC1)C)C